2-sulfo-butandioic acid S(=O)(=O)(O)C(C(=O)O)CC(=O)O